C(#N)C=1C=NN2C1C(=NC(=C2)C=2C=NN(C2)C2CCN(CC2)C(=O)OC(C)(C)C)C=2C=NC(=CC2)N2CCC(CC2)(C(NC(C)C)=O)CC tert-butyl 4-[4-[3-cyano-4-[6-[4-ethyl-4-(isopropylcarbamoyl)-1-piperidyl]-3-pyridyl]pyrazolo[1,5-a]pyrazin-6-yl]pyrazol-1-yl]piperidine-1-carboxylate